O=S1(CC(C=C1)NC(=O)C=1C(NC2=C(C=CC=C2C1)F)=O)=O N-(1,1-dioxido-2,3-dihydrothiophen-3-yl)-8-fluoro-2-oxo-1,2-dihydroquinoline-3-carboxamide